FC1=C(C(=O)O)C=C(C=C1)CC1=NNC(C2=CC=CC=C12)=O 2-fluoro-5-((4-oxo-3,4-dihydrophthalazin-1-yl)methyl)benzoic acid